N-(5-Cyanopyridin-3-yl)thiophene-2-carboxamide C(#N)C=1C=C(C=NC1)NC(=O)C=1SC=CC1